7-(pyridin-2-yloxy)-1H-indazole N1=C(C=CC=C1)OC=1C=CC=C2C=NNC12